2,2-bis{3-t-butyl-4-(2-hydroxyethoxy)phenyl}butane C(C)(C)(C)C=1C=C(C=CC1OCCO)C(C)(CC)C1=CC(=C(C=C1)OCCO)C(C)(C)C